ClC=1N=C(C2=C(N1)C=C(S2)NS(=O)(=O)C2=CC=C(C=C2)/C=C/C(=O)OC)N2CCOCC2 (E)-Methyl 3-(4-(N-(2-chloro-4-morpholinothieno[3,2-d]pyrimidin-6-yl) sulfamoyl)phenyl)acrylate